[Cl-].C(C)C1=CC=C(C=N1)C1=NN=C(O1)[C@@H]1CC[C@H](CO1)[NH3+] (3R,6S)-6-[5-(6-ethylpyridin-3-yl)-1,3,4-oxadiazol-2-yl]oxan-3-aminium chloride